5-chloro-3-hydroxyquinazoline-2,4(1H,3H)-dione (1R,2R)-2-(6-((5-chloro-3-hydroxy-2,4-dioxo-1,2,3,4-tetrahydroquinazolin-8-yl)sulfonyl)-1H-indazol-1-yl)cyclopropylacetate ClC1=C2C(N(C(NC2=C(C=C1)S(=O)(=O)C1=CC=C2C=NN(C2=C1)[C@H]1[C@H](C1)CC(=O)O)=O)O)=O.ClC1=C2C(N(C(NC2=CC=C1)=O)O)=O